3-((3S,4S)-4-amino-3-methyl-2-oxa-8-azaspiro[4.5]decan-8-yl)-6-((3-chloro-2-methylpyridin-4-yl)thio)pyrazin-2(1H)-one N[C@@H]1[C@@H](OCC12CCN(CC2)C=2C(NC(=CN2)SC2=C(C(=NC=C2)C)Cl)=O)C